C1=CC=CC=2C3=CC=CC=C3N(C12)C1=C(C(=C(C=C1)C1=C(C=CC=C1)C)C)N1C2=CC=CC=C2C=2C=CC=CC12 bis(carbazol-9-yl)-2,2'-dimethyl-biphenyl